BrC1=C(C=C(OCCN2C3=NC=NC(=C3N=C2)N)C=C1)F 9-(2-(4-bromo-3-fluorophenoxy)ethyl)-9H-purin-6-amine